5-(2-chlorophenyl)-N-(3-methylsulfonylphenyl)-1H-pyrazole-4-carboxamide ClC1=C(C=CC=C1)C1=C(C=NN1)C(=O)NC1=CC(=CC=C1)S(=O)(=O)C